FC(C1=CC=C(C=C1)C(=O)N1C[C@H](CC1)CN1[C@H]([C@H]([C@@H]([C@H](C1)O)O)O)CO)(F)F (4-(trifluoromethyl)phenyl)((R)-3-(((2S,3R,4R,5S)-3,4,5-trihydroxy-2-(hydroxymethyl)piperidin-1-yl)methyl)pyrrolidin-1-yl)methanone